S1C(=NC2=C1C=CC=C2)CN2CCN(CC2)C2=C(C(=O)NS(=O)(=O)CC)C=CC(=C2)C2CC2 2-[4-(1,3-benzo-thiazol-2-ylmethyl)-piperazin-1-yl]-4-cyclopropyl-N-eth-ylsulfonyl-benzamide